1-(4-(dimethylamino)benzyl)-1-(4-methoxybenzyl)thiourea CN(C1=CC=C(CN(C(=S)N)CC2=CC=C(C=C2)OC)C=C1)C